CC(C)(C1=CC=C(C=C1)O)C2=CC=C(C=C2)O 2,2-bis(hydroxyphenyl)propane